BrC1=C2C(=NC(=C1Cl)N)OCCO2 8-bromo-7-chloro-2,3-dihydro-[1,4]dioxino[2,3-b]pyridin-6-amine